FC(CN1N=CC=2C=NC(=CC21)C2=NNC=C2N)(F)F 3-(1-(2,2,2-trifluoroethyl)-1H-pyrazolo[4,3-c]pyridin-6-yl)-1H-pyrazol-4-amine